4-(2,5-difluoro-4-methyl-phenyl)-6,7-dimethyl-5,6,7,8-tetrahydropteridine FC1=C(C=C(C(=C1)C)F)C1=NC=NC=2NC(C(NC12)C)C